(R,Z)-3-bromo-N-(1-(2-methyl-3-(trifluoromethyl)phenyl)ethyl)-8,9-dihydro-5H-oxazolo[3,2-a]pyrido[4,3-e]pyrimidin-5-imine BrC1=CC=2/C(/N=C3N(C2C=N1)CCO3)=N/[C@H](C)C3=C(C(=CC=C3)C(F)(F)F)C